C1(CCC1)C1(NC(NC1=O)=O)CNC(=O)C1=NN(N=C1)C1=CC(=C(C(=C1)F)F)F N-[(4-cyclobutyl-2,5-dioxoimidazolidin-4-yl)methyl]-2-(3,4,5-trifluorophenyl)-2H-1,2,3-triazole-4-carboxamide